FC1=C(C=C(C(=C1)[Si](C)(C)C)F)NC(C(C1=CC=C(C=C1)COC)NC(OCC=C)=O)=O allyl (2-((2,5-difluoro-4-(trimethylsilyl)phenyl)amino)-1-(4-(methoxymethyl)phenyl)-2-oxoethyl)carbamate